FC(C(=O)O)(F)F.N1N=CC(=C1)C=1C=C(C=NC1)O 5-(1H-pyrazol-4-yl)pyridin-3-ol trifluoroacetate